1,3,5-triazidomethyl-benzene N(=[N+]=[N-])CC1=CC(=CC(=C1)CN=[N+]=[N-])CN=[N+]=[N-]